C(C)(C)(C)OC(=O)N1[C@@H](CN(CC1)C=1C(=CC=2N=CN=C(C2N1)NC1=CC(=C(C=C1)OC1=CC=2N(C=C1)N=CN2)Cl)Br)CO (S)-4-(4-((4-([1,2,4]triazolo[1,5-a]pyridin-7-yloxy)-3-chlorophenyl)amino)-7-bromopyrido[3,2-d]pyrimidin-6-yl)-2-(hydroxymethyl)piperazine-1-carboxylic acid tert-butyl ester